COC1=C(C(=CC=C1)OC[C@H]1N(CCNC1)C)C1=CC(=NN1)NC=1N=CC(=NC1)C#N (S)-5-((5-(2-methoxy-6-((1-methylpiperazin-2-yl)methoxy)phenyl)-1H-pyrazol-3-yl)amino)pyrazine-2-carbonitrile